(2R,3S,5R)-5-(6-amino-2-fluoro-9H-purin-9-yl)-2-ethynyl-2-((((((S)-1-(octadecyloxy)-1-oxo-3-phenylpropan-2-yl)amino)(phenoxy)phosphoryl)oxy)methyl)tetrahydrofuran-3-yl decanoate C(CCCCCCCCC)(=O)O[C@@H]1[C@](O[C@H](C1)N1C2=NC(=NC(=C2N=C1)N)F)(COP(=O)(OC1=CC=CC=C1)N[C@H](C(=O)OCCCCCCCCCCCCCCCCCC)CC1=CC=CC=C1)C#C